(R)-7-((6-((dimethyl-amino)methyl)-5-(tetrahydrofuran-3-yl)pyridin-2-yl)amino)-4-(1-methyl-1H-pyrrolo[2,3-b]pyridin-4-yl)-2,3-dihydro-1H-pyrrolo[3,4-c]pyridin-1-one CN(C)CC1=C(C=CC(=N1)NC=1C2=C(C(=NC1)C1=C3C(=NC=C1)N(C=C3)C)CNC2=O)[C@@H]2COCC2